ClC=1C=C(C(=O)NC=2SC=CC2C(=O)O)C=CC1O 2-(3-chloro-4-hydroxybenzoamido)thiophene-3-carboxylic acid